N-(1-cyclopropyl-2-((6-((2-(2,6-dioxopiperidin-3-yl)-1,3-dioxoisoindolin-4-yl)-amino)hexyl)amino)-2-oxoethyl)benzamide C1(CC1)C(C(=O)NCCCCCCNC1=C2C(N(C(C2=CC=C1)=O)C1C(NC(CC1)=O)=O)=O)NC(C1=CC=CC=C1)=O